CC1=NC=CC(=C1)C=1N=C(SC1)NC1=CC=C(C=C1)CS(=O)(=O)C 4-(2-methylpyridin-4-yl)-N-(4-((methylsulfonyl)methyl)phenyl)thiazol-2-amine